C(C1=CC=CC=C1)OC(=O)NCC(=O)N1C(CCC1)C(C)C(C(=O)OCC)C(=O)OCC (±)-Diethyl 2-(1-(1-(((benzyloxy)carbonyl)glycyl)pyrrolidin-2-yl)ethyl)malonate